C(=C\\C(=O)[O-])\\C(=O)[O-] The molecule is a C4-dicarboxylate that is the Z-isomer of but-2-enedioate(2-) It has a role as a plant metabolite. It is a butenedioate, a C4-dicarboxylate and a maleate. It is a conjugate base of a maleate(1-).